N1(N=CC=C1)C1=CC=C(CN(C(=S)N)CC2=CC(=CC=C2)OC)C=C1 1-(4-(1H-pyrazol-1-yl)benzyl)-1-(3-methoxybenzyl)thiourea